BrC=1C(=CC(=NC1Cl)C1=NC(=NC(=N1)N[C@@H](C(F)(F)F)C)N[C@@H](C(F)(F)F)C)F 6-(5-bromo-6-chloro-4-fluoropyridin-2-yl)-N2,N4-bis((R)-1,1,1-trifluoropropan-2-yl)-1,3,5-triazine-2,4-diamine